N-{(E)-[1-(cyanomethyl)-3-methyl-1H-pyrazol-5-yl]methylidene}-2-methylpropane-2-sulfinamide C(#N)CN1N=C(C=C1\C=N\S(=O)C(C)(C)C)C